FC1=C(C#N)C=CC(=N1)OC 2-fluoro-6-methoxynicotinonitrile